ClC1=CC2=C(OC(CN2CC)C(=O)OCC)C=C1 ethyl 6-chloro-4-ethyl-3,4-dihydro-2H-benzo[b][1,4]oxazine-2-carboxylate